5-(4-carboxy-4-methylcyclohexyl)-1-methyl-4,5,6,7-tetrahydro-1H-imidazo[4,5-c]pyridine-2-carboxamide C(=O)(O)C1(CCC(CC1)N1CC2=C(CC1)N(C(=N2)C(=O)N)C)C